4-hydroxy-1-methyl-7-phenoxyisoquinoline tert-butyl-N-[[(2S)-4-[6-(2-hydroxy-4,6-dimethyl-phenyl)pyridazin-3-yl]morpholin-2-yl]methyl]carbamate C(C)(C)(C)OC(NC[C@H]1CN(CCO1)C=1N=NC(=CC1)C1=C(C=C(C=C1C)C)O)=O.OC1=CN=C(C2=CC(=CC=C12)OC1=CC=CC=C1)C